OCCN1C=NCC1 hydroxyethyl-2-imidazoline